2-(4,4-difluoro-3-methylpiperidin-1-yl)-5-oxo-5,6,7,8-tetrahydroquinoline-3-carboxylic acid FC1(C(CN(CC1)C1=NC=2CCCC(C2C=C1C(=O)O)=O)C)F